ClC=1C=C(C(=O)NC(C)C2=NC(=CC=C2N2N=CC=N2)Cl)C=C(C1)C(F)(F)F 3-chloro-N-[1-[6-chloro-3-(triazol-2-yl)-2-pyridyl]ethyl]-5-(trifluoromethyl)benzamide